(S)-2-(1-amino-1,3-dihydrospiro[indene-2,4'-piperidin]-1'-yl)-5-(3-(2-hydroxypyrimidin-4-yl)prop-1-yn-1-yl)-3-methylpyrimidin-4(3H)-one N[C@@H]1C2=CC=CC=C2CC12CCN(CC2)C2=NC=C(C(N2C)=O)C#CCC2=NC(=NC=C2)O